2,3,5-Trifluorophenol FC1=C(C=C(C=C1F)F)O